6-(Benzyloxy)-5-(1H-indol-4-yl)-N-phenylpyridin-3-amine C(C1=CC=CC=C1)OC1=C(C=C(C=N1)NC1=CC=CC=C1)C1=C2C=CNC2=CC=C1